C(C1=CC=CC=C1)OC(=O)N1CCC(CC1)CN1[C@@H](CN(C[C@@H]1C)C1=NC=CC(=C1)B(O)O)C [2-[(3r,5s)-4-[(1-benzyloxycarbonyl-4-piperidinyl)methyl]-3,5-dimethyl-piperazin-1-yl]-4-pyridinyl]Boronic acid